tert-butyl (3-methyl-4-((3-methylbenzo[c]isoxazole-6-yl)oxy)phenyl)carbamate CC=1C=C(C=CC1OC=1C=CC=2C(=NOC2C)C1)NC(OC(C)(C)C)=O